C(C)(C)(C)OC(=O)NCCOCC1=C(C(=O)OC)C=CC=C1 methyl 2-((2-((tert-butoxycarbonyl)amino)ethoxy)methyl)benzoate